N,N-bis((2-methylpyrimidin-4-yl)methyl)piperidin-4-amine CC1=NC=CC(=N1)CN(C1CCNCC1)CC1=NC(=NC=C1)C